tert-Butyl (2-(5-(2-(benzyloxy)-1,1,1-trifluorohex-5-en-2-yl)-1,3,4-oxadiazol-2-yl)-6-(((R)-pent-4-en-2-yl)oxy)-5-(trifluoromethyl)pyridin-3-yl)(tert-butoxycarbonyl)carbamate C(C1=CC=CC=C1)OC(C(F)(F)F)(CCC=C)C1=NN=C(O1)C1=NC(=C(C=C1N(C(OC(C)(C)C)=O)C(=O)OC(C)(C)C)C(F)(F)F)O[C@H](C)CC=C